C1(CC1)C(=O)N1CC2=CN=C(C=C2CC1)OCC1=C(N=NN1C=1C=NC(=CC1)C)C 2-Cyclopropanecarbonyl-6-{[4-methyl-1-(6-methylpyridin-3-yl)-1H-1,2,3-triazol-5-yl]methoxy}-1,2,3,4-tetrahydro-2,7-naphthyridine